4-(3-(2-amino-9H-purin-9-yl)phenyl)-2-(thiazol-2-yl)but-3-yn-2-ol NC1=NC=C2N=CN(C2=N1)C=1C=C(C=CC1)C#CC(C)(O)C=1SC=CN1